BrCC(CBr)(C)CBr 1,3-dibromo-2-(bromomethyl)-2-methylpropane